2-di(2-hydroxyethyl)amino-2-hydroxymethyl-1,3-propanediol iron [Fe].OCCN(C(CO)(CO)CO)CCO